NC1=NC2=CC(=CC(=C2C=C1Cl)F)CC[C@@]12[C@H]([C@H]([C@@H]([C@H]2C1)N1C=CC2=C1N=CN=C2)O)O (1R,2R,3S,4R,5S)-1-(2-(2-amino-3-chloro-5-fluoroquinolin-7-yl)ethyl)-4-(7H-pyrrolo[2,3-d]pyrimidin-7-yl)bicyclo[3.1.0]hexane-2,3-diol